4-chloro-1-(tetrahydro-2H-pyran-2-yl)-6-(trifluoromethyl)-5-vinyl-1H-indazole ClC1=C2C=NN(C2=CC(=C1C=C)C(F)(F)F)C1OCCCC1